[C@H](C)(CC)[C@@H]1N(CC2=C(NC1=O)C=CC=C2)C(=O)N2CCC(CC2)O (S)-3-((S)-sec-butyl)-4-(4-hydroxypiperidine-1-carbonyl)-1,3,4,5-tetrahydro-2H-benzo[e][1,4]diazepin-2-one